C(=C)OC(=C(OC=C)OC=C)[SiH3] triethenoxyvinyl-silane